4-[6-(3-hydroxypropylamino)imidazo[1,2-b]pyridazin-3-yl]-2-methoxy-phenol OCCCNC=1C=CC=2N(N1)C(=CN2)C2=CC(=C(C=C2)O)OC